2-fluoro-2-(1,4-dioxaspiro[4.5]dec-8-yl)acetic acid ethyl ester C(C)OC(C(C1CCC2(OCCO2)CC1)F)=O